1,4-bis(mercapto)naphthalene SC1=CC=C(C2=CC=CC=C12)S